BrC1=CC=C2C(=NN(C2=C1)C1CC1)I 6-bromo-1-cyclopropyl-3-iodo-indazole